(R)-8-((1s,4S)-4-(tert.-Butyl)cyclohexyl)-9-oxooctahydro-2H-pyrazino[1,2-a]pyrazin C(C)(C)(C)C1CCC(CC1)N1C([C@@H]2N(CCNC2)CC1)=O